N-methoxyl-4-((2-(N-methyl-methylsulfonamido)pyridine-3-yl)amino)nicotinamide O(C)NC(C1=CN=CC=C1NC=1C(=NC=CC1)N(S(=O)(=O)C)C)=O